BrC1=NC=C2C(=CC=NC2=C1F)O 7-bromo-8-fluoro-1,6-naphthyridin-4-ol